bis(3,5-di-tert-butyl-4-hydroxyphenylpropionyl)hydrazine C(C)(C)(C)C=1C=C(C=C(C1O)C(C)(C)C)CCC(=O)NNC(CCC1=CC(=C(C(=C1)C(C)(C)C)O)C(C)(C)C)=O